(2S)-4-(methylsulfinyl)-2-oleamidobutanoic acid CS(=O)CC[C@@H](C(=O)O)NC(CCCCCCC\C=C/CCCCCCCC)=O